1-(2-aminobenzyl)guanidine NC1=C(CNC(=N)N)C=CC=C1